ClC=1C=C(C=CC1Cl)NC(=O)N1[C@@H]2CC=3C(=CN(C(C3)=O)C)[C@H]1CC2 (6S,9R)-N-(3,4-dichlorophenyl)-2-methyl-3-oxo-3,5,6,7,8,9-hexahydro-2H-6,9-epimino-cyclohepta[c]pyridine-10-carboxamide